Ethyl (S)-3-((tert-butoxycarbonyl)amino)-3-(2'-chloro-5-cyclopropyl-4-fluoro-6'-(((trifluoromethyl)sulfonyl)oxy)-[1,1'-biphenyl]-3-yl)propanoate C(C)(C)(C)OC(=O)N[C@@H](CC(=O)OCC)C=1C=C(C=C(C1F)C1CC1)C1=C(C=CC=C1OS(=O)(=O)C(F)(F)F)Cl